CS(=O)(=O)OCC1=NC(=C(C=C1)N1C(NC(CC1)=O)=O)F (5-(2,4-dioxotetrahydropyrimidin-1(2H)-yl)-6-fluoropyridin-2-yl)methyl methanesulfonate